C(#N)CCN(C=1C=CC(=NC1)OCCN1[C@H](CN(C[C@H]1C)C(=O)OCC1=CC=CC=C1)C)C(=O)OC (3S,5R)-benzyl 4-(2-((5-((2-cyanoethyl)(methoxycarbonyl)amino)pyridin-2-yl)oxy)ethyl)-3,5-dimethylpiperazine-1-carboxylate